9-fluoropyrazolo[1,5-c]quinazolin-5(6H)-one FC1=CC=2C=3N(C(NC2C=C1)=O)N=CC3